C(CCC)C1=NC2(C(N1CC1=CC=C(C=C1)C1=C(C=CC=C1)C=1N=NNN1)=O)CCCC2 2-butyl-3-({4-[2-(2H-1,2,3,4-tetrazol-5-yl)phenyl]phenyl}methyl)-1,3-diazaspiro[4.4]non-1-en-4-one